tertbutyl (3S,5R)-3-(2-bromo-6-chloropyridin-4-yl)-5-methylpiperazine-1-carboxylate BrC1=NC(=CC(=C1)[C@H]1CN(C[C@H](N1)C)C(=O)OC(C)(C)C)Cl